N1(CCCCCC1)C=1N=C(C2=C(C=NNC2=O)N1)NC1=CC=C(C=C1)N1CCN(CC1)CC 2-(Azepan-1-yl)-4-((4-(4-ethylpiperazin-1-yl)phenyl)amino)pyrimido[4,5-d]pyridazin-5(6H)-on